phosphoglutathione P(=O)(O)(O)N[C@H](C(=O)O)CCC(=O)N[C@@H](CS)C(=O)NCC(=O)O